FC1=CC=C(C=C1)C=1N=NN(C1)C(=O)N[C@@H](CCCCN)C(=O)[O-] (4-(4-fluorophenyl)-1H-1,2,3-triazole-1-carbonyl)-L-lysinate